N-(2-Aminoethyl)-3-aminopropyltrimethoxysilane CO[Si](CCCNCCN)(OC)OC